OC(CNC1=CC(=CC=C1)SC)C=1NC(NC1)=O 4-[1-hydroxy-2-(3-methylthiophenylamino)ethyl]-1,3-Dihydroimidazol-2-one